N-(3-(4-(6-Aminopyridin-3-yl)-1H-pyrazol-1-yl)-4-methylphenyl)-3-(trifluoromethyl)benzeneFormamide NC1=CC=C(C=N1)C=1C=NN(C1)C=1C=C(C=CC1C)NC(=O)C1=CC(=CC=C1)C(F)(F)F